OC(COC(C=C(C(=O)O)CC(=O)O)=O)O aconitic acid dihydroxyethyl ester